CC1=C(C(=O)O)C=CC=N1 methyl-nicotinic acid